tetracyclo[4.4.0.12,5.17,10]dodecanyl acrylate C(C=C)(=O)OC12C3CCC(C2C2CCC1C2)C3